O1COC2=C1C=CC(=C2)NS(=O)(=O)C=2C=C(C(=O)NC1=C(C=CC=C1)F)C=CC2 3-(N-(benzo[d][1,3]dioxol-5-yl)sulfamoyl)-N-(2-fluorophenyl)benzamide